2-((4S)-2-oxo-4-propyl-3-tosylpyrrolidin-1-yl)butyric acid O=C1N(C[C@@H](C1S(=O)(=O)C1=CC=C(C)C=C1)CCC)C(C(=O)O)CC